tert-Butyl 2-(3-carbamoyl-5-(2-methylpyrazolo[1,5-a]pyrimidin-6-yl)-1H-pyrazolo[3,4-d]thiazol-1-yl)acetate C(N)(=O)C1=NN(C=2N=C(SC21)C=2C=NC=1N(C2)N=C(C1)C)CC(=O)OC(C)(C)C